3-(4-methyl-6-((5-methyl-1H-pyrazol-3-yl)amino)pyrimidine-2-yl)-3,8-diazabicyclo[3.2.1]octane-8-carboxylic acid tert-butyl ester C(C)(C)(C)OC(=O)N1C2CN(CC1CC2)C2=NC(=CC(=N2)C)NC2=NNC(=C2)C